dihydropyrimidineamine N1C(N=CC=C1)N